NC1=NC=CC(=C1Cl)SC=1C=CC=2C(=NC=C(N2)N2CCC3(CC2)OC2=C([C@H]3N)C=CC=C2)N1 (R)-1'-(6-((2-amino-3-chloropyridin-4-yl)thio)pyrido[2,3-b]Pyrazin-2-yl)-3H-spiro[benzofuran-2,4'-piperidine]-3-amine